FC=1C=CC2=C(N3C(OC4=C2C=2C=CC=CC2C=C4)C(C(N3)=O)(C)C)C1 13-Fluoro-8,8-dimethyl-7a,8-dihydrobenzo[d]naphtho[1,2-f]pyrazolo[5,1-b][1,3]oxazepin-9(10H)-one